(1S,3s)-3-(3-bromophenyl)-3-(4-methyl-4H-1,2,4-triazol-3-yl)cyclobutanol BrC=1C=C(C=CC1)C1(CC(C1)O)C1=NN=CN1C